NC=1C2=C(N=CN1)N(C(=C2C2=CC[C@@H](CC2)C(=O)N2C1(COC1)CCC2)C=2C(=NC(=CC2)C#C)C)C (R)-(4-(4-amino-6-(6-ethynyl-2-methylpyridin-3-yl)-7-methyl-7H-pyrrolo[2,3-d]pyrimidin-5-yl)cyclohex-3-en-1-yl)(2-oxa-5-azaspiro[3.4]octan-5-yl)methanone